1-iodo-5-(trifluoromethyl)bicyclo[3.1.1]heptane IC12CCCC(C1)(C2)C(F)(F)F